C(C1=CC=CC=C1)OC=1C(=NC(=CC1F)C)C(=O)OCC Ethyl 3-(benzyloxy)-4-fluoro-6-methylpyridinecarboxylate